6,7,8,9,14,15-hexahydro-7-methyl-5H-indolo[3,2-f][3]benzazecine CN1CCC2=C(CC3=C(CC1)C1=CC=CC=C1N3)C=CC=C2